(4-((R)-2-(4-chloro-2-fluorophenyl)-2H-chromen-8-yl)piperidin-1-yl)methanol ClC1=CC(=C(C=C1)[C@@H]1OC2=C(C=CC=C2C=C1)C1CCN(CC1)CO)F